ClC=1C=C(C=CC1C(NCC1CCN(CC1)C(CN(C)C)=O)=O)NC(=O)C=1N(C(=CN1)C1=C(C(=C(C=C1)C=1C=NN(C1C)CCOC)F)F)C N-[3-chloro-4-[[1-[2-(dimethyl-amino)acetyl]-4-piperidyl]methyl-carbamoyl]phenyl]-5-[2,3-difluoro-4-[1-(2-methoxyethyl)-5-methyl-pyrazol-4-yl]phenyl]-1-methyl-imidazole-2-carboxamide